C(CCCCCCCCCCCCCC(C)C)C=1C(=C(C(=C(C1C(=O)O)C(=O)O)CCCCCCCCCCCCCCC(C)C)C(=O)O)CCCCCCCCCCCCCCC(C)C tri-i-heptadecyl-trimellitic acid